tri-n-butylstannum hydroxide C(CCC)[Sn](CCCC)(CCCC)O